N-(allyloxycarbonyl)phenylalanine C(C=C)OC(=O)N[C@@H](CC1=CC=CC=C1)C(=O)O